CN(CCCC[SiH2]C(OC)OC)C 4-dimethylaminobutyl-dimethoxymethylsilane